[Mn].C(#N)CC1=C(C(=O)N)C=CC(=C1)C1=NC(=NC=C1C)NC=1C=NN(C1)C1COCCC1 (cyanomethyl)-4-(5-methyl-2-((1-(tetrahydro-2H-pyran-3-yl)-1H-pyrazol-4-yl)amino)pyrimidin-4-yl)benzamide manganese